4-(6-((4-chlorophenyl)ethynyl)-5-(4-methylpiperazin-1-yl)-1H-benzimidazol-2-yl)-N-hydroxybenzoamide ClC1=CC=C(C=C1)C#CC=1C(=CC2=C(NC(=N2)C2=CC=C(C(=O)NO)C=C2)C1)N1CCN(CC1)C